methyl-3-(1-((4-(trifluoromethoxy)phenyl)sulfon amido)cyclopentyl)propiolate COC(C#CC1(CCCC1)NS(=O)(=O)C1=CC=C(C=C1)OC(F)(F)F)=O